9,10-dihydro-4,5-dihydroxy-9,10-dioxo-2-anthracenecarboxylic acid OC1=CC(=CC=2C(C3=CC=CC(=C3C(C12)=O)O)=O)C(=O)O